BrC1=C(C(=CC(=C1)C(C)C)F)C(C)O 1-(2-bromo-6-fluoro-4-isopropylphenyl)ethanol